C(C)(=O)OC1(C(CCCC1)C(C)CC)C=C 2-(sec-butyl)-1-vinylcyclohexyl acetate